2-(2-isopropylphenyl)-7-methyl-9-(4-(3-(trifluoromethyl)-1H-pyrazol-1-yl)benzyl)-7,9-dihydro-8H-purin-8-imine C(C)(C)C1=C(C=CC=C1)C1=NC=C2N(C(N(C2=N1)CC1=CC=C(C=C1)N1N=C(C=C1)C(F)(F)F)=N)C